1-naphthalenesulfonic acid methyl ester COS(=O)(=O)C1=CC=CC2=CC=CC=C12